2-chloro-6-fluoro-4-(3-(trifluoromethyl)-7,8-dihydro-1,6-naphthyridin-6(5H)-yl)quinazoline ClC1=NC2=CC=C(C=C2C(=N1)N1CC=2C=C(C=NC2CC1)C(F)(F)F)F